6-bromo-3,3-dimethyl-1-(methylsulfonyl)indolin-2-one BrC1=CC=C2C(C(N(C2=C1)S(=O)(=O)C)=O)(C)C